N-(4-(N-(1-cyclohexylethyl)sulfamimidoyl)naphthalen-1-yl)-2-methylbenzamide C1(CCCCC1)C(C)NS(=O)(=N)C1=CC=C(C2=CC=CC=C12)NC(C1=C(C=CC=C1)C)=O